BrCC(C)=O Bromoacetone